C(C)(C)N1C(=NC2=NC=C(C=C21)C=2C=CN1N=C(N=CC12)N[C@@H]1C[C@@H](C1)N1CCN(CC1)C)C 5-(1-isopropyl-2-methyl-1H-imidazo[4,5-b]pyridin-6-yl)-N-(cis-3-(4-methylpiperazin-1-yl)cyclobutyl)pyrrolo[2,1-f][1,2,4]triazin-2-amine